ClCC(CC1NCC(C1)=C)=C 2-(2-(chloromethyl)allyl)-4-methylenepyrrolidine